S1C2=C(C=C1C1=NC=CC=C1)C=CC=C2 2-(benzo[b]thiophen-2-yl)pyridine